7-diethylaminocoumarin-3-carboxamide C(C)N(C1=CC=C2C=C(C(OC2=C1)=O)C(=O)N)CC